ClC=1N=CC2=C(N1)N(C=C2)C2CCOCC2 2-chloro-7-(tetrahydro-2H-pyran-4-yl)-7H-pyrrolo[2,3-d]pyrimidine